BrC=1N=C(SC1)CNC 1-(4-bromothiazol-2-yl)-N-methylmethanamine